3,3-Difluorocyclobutane-1-carbaldehyde FC1(CC(C1)C=O)F